(S)-((5-((4-(3-((2-(1-hydroxyethyl)-1H-imidazol-1-yl)methyl)isoxazol-5-yl)phenyl)ethynyl)pyridin-2-yl) methyl)glycinate O[C@@H](C)C=1N(C=CN1)CC1=NOC(=C1)C1=CC=C(C=C1)C#CC=1C=CC(=NC1)CNCC(=O)[O-]